3-(7-hydroxy-1-oxo-6-(((5-(4-(trifluoromethoxy)phenyl)-1,3,4-oxadiazol-2-yl)amino)methyl)isoindolin-2-yl)piperidine-2,6-dione OC=1C(=CC=C2CN(C(C12)=O)C1C(NC(CC1)=O)=O)CNC=1OC(=NN1)C1=CC=C(C=C1)OC(F)(F)F